2-(5-cyclopropyl-3-fluoro-2-methoxyphenyl)acetate C1(CC1)C=1C=C(C(=C(C1)CC(=O)[O-])OC)F